C(C1=CC=CC=C1)OC1=NC(=CC=C1C1=NN(C2=CC(=CC=C12)C1CCC(CC1)CC(=O)O)C)OCC1=CC=CC=C1 2-((1S,4S)-4-(3-(2,6-bis(benzyloxy)pyridin-3-yl)-1-methyl-1H-indazol-6-yl)cyclohexyl)acetic acid